ClC1=CC=C(C=2OC3=C(C21)C=CC=C3)Br 1-chloro-4-bromodibenzo[b,d]furan